[2-(azidomethyl)imidazo[1,2-a]pyridin-6-yl]methanol N(=[N+]=[N-])CC=1N=C2N(C=C(C=C2)CO)C1